C(C1=CC=CC=C1)OC1=NC(=CC=C1B1OC(C(O1)(C)C)(C)C)OCC1=CC=CC=C1 2,6-dibenzyloxy-3-(4,4,5,5-tetramethyl-1,3,2-dioxaborolan-2-yl)-pyridine